6-amino-7-(3-methoxy-2,6-dimethylphenyl)-2-methyl-2H-pyrazolo[4,3-b]pyridine-5-carbonitrile NC1=C(C=2C(N=C1C#N)=CN(N2)C)C2=C(C(=CC=C2C)OC)C